7-fluoro-6-methoxy-2-(4-methoxyphenyl)isoindolin-1-one FC=1C(=CC=C2CN(C(C12)=O)C1=CC=C(C=C1)OC)OC